[N+](=O)([O-])C(CC=CCCCCCCCC(=O)O)=CCCCCC 12-nitro-9,12-octadecadienoic acid